(S)-3-(4-cyclopropyl-2,5-dioxoimidazolidin-4-yl)propionic acid C1(CC1)[C@@]1(NC(NC1=O)=O)CCC(=O)O